2-(3-(4-(tosyloxy)butoxy)propoxy)acetic acid tert-butyl ester C(C)(C)(C)OC(COCCCOCCCCOS(=O)(=O)C1=CC=C(C)C=C1)=O